2-(1H-Benzo[d]imidazol-5-yl)-3-(4-propoxyphenyl)isoindolin-1-on N1C=NC2=C1C=CC(=C2)N2C(C1=CC=CC=C1C2C2=CC=C(C=C2)OCCC)=O